C(CCCCCCC\C=C\CCCCCCCC)(=O)OC (E)-methyl oleate